ClC=1C(=NC(=NC1)NC1CCOCC1)C1=CC=C2CN(C(C2=C1)=O)CC=1N=NN(C1)C 6-{5-chloro-2-[(oxan-4-yl)amino]pyrimidin-4-yl}-2-[(1-methyl-1H-1,2,3-triazol-4-yl)methyl]-2,3-dihydro-1H-isoindol-1-one